Squalane-d C(C(C)CCCC(C)CCCC(C)CCCCC(C)CCCC(C)CCCC(C)C)[2H]